CO\C=C\1/COC2(C1)CCN(CC2)C(=O)OCC2=CC=CC=C2 benzyl (Z)-3-(methoxymethylene)-1-oxa-8-azaspiro[4.5]decane-8-carboxylate